C(CCCCCCCCCCC)C1=CC=C(C=C1)S(=O)(=O)OC(C1=CC=CC=C1)C#N (4-dodecylbenzenesulfonyloxy)-benzyl cyanide